O.O.O.Cl.CC(C)N(CCNC(=O)C=1N=C(SC1)NC(C1=C(C=C(C(=C1)OC)OC)O)=O)C(C)C N-{2-[bis(1-methylethyl)amino]ethyl}-2-[(2-hydroxy-4,5-dimethoxybenzoyl)amino]-thiazole-4-carboxamide monohydrochloride trihydrate